2,2-bis(4-iodo-phenyl)-adamantane IC1=CC=C(C=C1)C1(C2CC3CC(CC1C3)C2)C2=CC=C(C=C2)I